[Te].[Sb].[Se].[Bi] bismuth selenium antimony tellurium